2-(2'-hydroxy-4',6'-di-tert-amylphenyl)-2H-benzotriazole OC1=C(C(=CC(=C1)C(C)(C)CC)C(C)(C)CC)N1N=C2C(=N1)C=CC=C2